ClC1=C(C(=CC=C1)Cl)C1=CC=C(C=C1)CCCNC=1C2=C(N=C(N1)CC)SC(=C2)C N-(3-(2',6'-dichloro-[1,1'-biphenyl]-4-yl)propyl)-2-ethyl-6-methylthieno[2,3-d]pyrimidin-4-amine